methyl 3-amino-4-nitro-benzoate NC=1C=C(C(=O)OC)C=CC1[N+](=O)[O-]